C(=CCC)P(O)(=O)CCC butenyl-propyl-phosphinic acid